1-{4-[(3,4-dichlorobenzyl)oxy]phenyl}-4,4,4-trifluorobutane-1,3-dione ClC=1C=C(COC2=CC=C(C=C2)C(CC(C(F)(F)F)=O)=O)C=CC1Cl